COCOC1=CC=C(C=C1)C1=CC=C(C=C1)C#CCNCCC1=CC=C(C=C1)O 4-(2-((3-(4'-(methoxymethoxy)-[1,1'-Biphenyl]-4-yl)prop-2-yn-1-yl)amino)ethyl)phenol